C(C)(=O)OC=CBr 2-bromovinyl acetate